2-(4,7,10-tris(carboxymethyl)-1,4,7,10-tetraazacyclododecane-1-yl)glutaric acid C(=O)(O)CN1CCN(CCN(CCN(CC1)CC(=O)O)CC(=O)O)C(C(=O)O)CCC(=O)O